C(C)(C)(C)OC(NCC(CCOCC1=CC=CC=C1)(CO)CCOCC1=CC=CC=C1)=O (4-(benzyloxy)-2-(2-(benzyloxy)ethyl)-2-(hydroxymethyl)butyl)carbamic acid tert-butyl ester